C(CCCCCCC)OCOCCCC(CC(CC(CC(CC(CC(CC(CC(C)O)C)C)C)C)C)C)C 18-hydroxy-4,6,8,10,12,14,16-heptamethyl-nonadecyl octyloxymethyl ether